C(C)OC(C)OCCCC 1-(1-ethoxyethoxy)-butane